4-chloro-2-(2-fluoro-6-(piperazin-1-ylmethyl)pyridin-4-yl)-1H-pyrrolo[2,3-b]pyridine ClC1=C2C(=NC=C1)NC(=C2)C2=CC(=NC(=C2)CN2CCNCC2)F